CC1OCCC2=CC=CC=C12 methylisochromane